4-methoxy-1-(pyridin-2-ylmethyl)-1H-indole-2-carboxamide COC1=C2C=C(N(C2=CC=C1)CC1=NC=CC=C1)C(=O)N